FC(C(=O)O)(F)F.C(#N)CC(N1N=CC(=C1)C=1C2=C(N=CN1)NC=C2)C=2C=C(C(=O)NC1=C(C=CC=C1)OC)C=CC2 3-{2-cyano-1-[4-(7H-pyrrolo-[2,3-d]pyrimidin-4-yl)-1H-pyrazol-1-yl]ethyl}-N-(2-methoxyphenyl)benzamide trifluoroacetate